[PH3]=N phosphoranimine